N=1C(=CN2C1COCC2)C=2C=NC=1N(C2)N=CC1C1CCN(CC1)C(=O)OC1CC1 cyclopropyl 4-(6-(5,6-dihydro-8H-imidazo[2,1-c][1,4]oxazin-2-yl)pyrazolo[1,5-a]pyrimidin-3-yl)piperidine-1-carboxylate